NC1(C(=O)C2=CC=CC=C2)CC=CC=C1 1-amino-benzophenone